6-(4-ethyl-3-(hydroxymethyl)-5-oxo-4,5-dihydro-1H-1,2,4-triazol-1-yl)-7-fluoro-4-isopropyl-2-(1-methoxybut-2-yl)isoquinolin-1(2H)-one C(C)N1C(=NN(C1=O)C=1C=C2C(=CN(C(C2=CC1F)=O)C(COC)CC)C(C)C)CO